4-fluoro-7-methyl-N-((1R)-3-(5-oxo-1,4-diazepan-1-yl)cyclohexyl)-1H-indole FC1=C2C=CN(C2=C(C=C1)C)[C@H]1CC(CCC1)N1CCNC(CC1)=O